(3R)-3-({2-[3-(methanesulfonimidoyl)phenyl][1,2,4]triazolo[1,5-c]quinazolin-5-yl}amino)azepan-2-one CS(=O)(=N)C=1C=C(C=CC1)C1=NN2C(=NC=3C=CC=CC3C2=N1)N[C@H]1C(NCCCC1)=O